tert-butyl [(2R)-1-(morpholin-4-yl)-1-oxopropan-2-yl]carbamate N1(CCOCC1)C([C@@H](C)NC(OC(C)(C)C)=O)=O